8-bromo-2-trifluoromethyl-2H-benzopyran-3-carboxylic acid BrC1=CC=CC=2C=C(C(OC21)C(F)(F)F)C(=O)O